The molecule is a 3-sn-phosphatidyl-L-serine in which the acyl substituents at positions 1 and 2 are specified as stearoyl and arachidonoyl respectively. It derives from an arachidonic acid and an octadecanoic acid. It is a conjugate acid of a 1-stearoyl-2-arachidonoyl-sn-glycero-3-phosphoserine(1-). CCCCCCCCCCCCCCCCCC(=O)OC[C@H](COP(=O)(O)OC[C@@H](C(=O)O)N)OC(=O)CCC/C=C\\C/C=C\\C/C=C\\C/C=C\\CCCCC